C[N+]=1CCCC2=CC=3C(=CC12)[Si](C1=C(C=C2CCCN(C2=C1)C)C3C3=C(C=CC=C3)C)(C)C 1,11,13,13-Tetramethyl-6-(o-tolyl)-2,3,4,8,9,10,11,13-octahydrosilino[3,2-g:5,6-g']diquinolin-1-ium